FC1=C2C=C(N=NC2=CC(=C1)C=1C=C(C=2N(N1)C=C(N2)C)C(C)C)C2CCNCC2 5-Fluoro-7-[2-methyl-8-(propan-2-yl)imidazo[1,2-b]pyridazin-6-yl]-3-(piperidin-4-yl)cinnoline